N-[5-(1H-benzimidazol-2-yl)-1-methyl-pyrazol-3-yl]-6-[4-hydroxy-4-(2-hydroxyethyl)-1-piperidyl]pyridine-3-carboxamide N1C(=NC2=C1C=CC=C2)C2=CC(=NN2C)NC(=O)C=2C=NC(=CC2)N2CCC(CC2)(CCO)O